N-(2-ethynylthiazol-4-yl)-4-(3'-(1-hydroxycyclobutyl)-[1,1'-biphenyl]-4-yl)-piperazine-1-carboxamide C(#C)C=1SC=C(N1)NC(=O)N1CCN(CC1)C1=CC=C(C=C1)C1=CC(=CC=C1)C1(CCC1)O